C(#N)OC1=C(C=CC(=C1)C)C 1-cyanooxy-2,5-dimethylbenzene